C(#N)C=1C(=C(C(=NC1)C(=O)NC=1C=C2C(=NNC2=CC1)C=C1CCC1)C)C 5-Cyano-N-(3-(cyclobutylidenemethyl)-1H-indazol-5-yl)-3,4-dimethylpicolinamide